3-(2,2-difluoroethoxy)isoxazole-4-carboxamide FC(COC1=NOC=C1C(=O)N)F